[Si](C)(C)(C(C)(C)C)OC[C@@H](C(=O)OC)NC(=O)C=1N=C(SC1)N1C[C@@H](N([C@@H](C1)C)C(=O)OC(C)(C)C)C Tert-butyl (cis)-4-(4-(((S)-3-((tert-butyldimethylsilyl)oxy)-1-methoxy-1-oxopropan-2-yl) carbamoyl) thiazol-2-yl)-2,6-dimethylpiperazine-1-carboxylate